N-(3-(5-(2-(tert-butyl)pyrimidin-5-yl)-1H-pyrrolo-[2,3-b]pyridine-3-carbonyl)-2,6-difluorophenyl)-propane-1-sulfonamide C(C)(C)(C)C1=NC=C(C=N1)C=1C=C2C(=NC1)NC=C2C(=O)C=2C(=C(C(=CC2)F)NS(=O)(=O)CCC)F